N-(1-(4-chlorophenyl)-4-(4,5-dihydro-oxazol-2-yl)-1H-pyrazol-5-yl)-3-(trifluoromethyl)benzamide ClC1=CC=C(C=C1)N1N=CC(=C1NC(C1=CC(=CC=C1)C(F)(F)F)=O)C=1OCCN1